C(C1=CC=CC=C1)OC=1C=2N(C(=CC1)/C=C/C(=O)OC(C)(C)C)C=CN2 (E)-tert-butyl 3-(8-(benzyloxy)imidazo[1,2-a]pyridin-5-yl)acrylate